1-{2-(2-cyclopropoxy-4-fluorobenzoyl)-2-aza-6-spiro[3.3]heptyl}-3-[o-(trifluoromethyl)phenyl]-2-pyrrolin-5-one C1(CC1)OC1=C(C(=O)N2CC3(C2)CC(C3)N3C=C(CC3=O)C3=C(C=CC=C3)C(F)(F)F)C=CC(=C1)F